[Ca+2].C(C=C)(=O)OCCS(=O)(=O)[O-].S(=O)(=O)([O-])CCOC(C=C)=O 2-sulfoethyl acrylate, calcium salt